N1=CNC(C2=C1SC1=C2CCC1)=O 3,5,6,7-tetrahydro-4H-cyclopenta[4,5]thieno[2,3-d]pyrimidin-4-one